FC1=C(C(N(C=C1C=1NC2=CC=C(C=C2C1C(C)C)C1CCN(CC1)CCC)C)=O)C=1C=NC=CC1 fluoro-5-(3-isopropyl-5-(1-propylpiperidin-4-yl)-1H-indol-2-yl)-1-methyl-[3,3'-bipyridine]-2(1H)-one